FC1=CC=C(C=C1)C1=NN=C(S1)CO (5-(4-fluorophenyl)-1,3,4-thiadiazol-2-yl)methanol